tert-Butyl 3-[[2-ethyl-4-[(3-iodoimidazo[1,2-a]pyrazin-8-yl)amino]benzoyl]amino]propanoate C(C)C1=C(C(=O)NCCC(=O)OC(C)(C)C)C=CC(=C1)NC=1C=2N(C=CN1)C(=CN2)I